C(/C1=CC=CC=C1)=C/1\C(N(N=C1C(C)C)C1=CC=CC=C1)=O (E)-4-benzylidene-5-isopropyl-2-phenyl-2,4-dihydro-3H-pyrazol-3-one